C(=C)C1C(N(CC1)CCCCCCN1C(C(CC1)C=C)=O)=O 1,6-bis(3-vinyl-2-pyrrolidinonyl)-hexane